C(C)OC(=O)C=1C=C(C=CC1[N+](=O)[O-])C1[C@@H](CN(CC1)C(=O)OC(C)(C)C)CC tert-Butyl (S)-4-(3-ethoxycarbonyl-4-nitrophenyl)-3-ethylpiperidine-1-carboxylate